COC(/C(=C/C1=NN(C=C1)C([2H])([2H])[2H])/NC(=O)OC(C)(C)C)=O (Z)-2-((tert-Butoxycarbonyl)amino)-3-(1-(methyl-d3)-1H-pyrazol-3-yl)acrylic acid methyl ester